CC1=NN2C(N(C([C@H](CC2)NC(=O)C2=NN(C=N2)CC2CC(C2)C)=O)C)=C1 N-((S)-2,4-Dimethyl-5-oxo-5,6,7,8-tetrahydro-4H-pyrazolo[1,5-a][1,3]diazepin-6-yl)-1-(((1R,3S)-3-methylcyclobutyl)methyl)-1H-1,2,4-triazol-3-carboxamid